(indole-2,3-dione-1-yl) benzoate C(C1=CC=CC=C1)(=O)ON1C(C(C2=CC=CC=C12)=O)=O